NCCNC(=O)OC(C)(C)C N-(2-aminoethyl)(tert-butoxy)carboxamide